2-fluoro-1-[6-({4-methyl-1-[6-(difluoromethyl)pyridin-3-yl]-1H-1,2,3-triazol-5-yl}methoxy)-1,2,3,4-tetrahydro-2,7-naphthyridin-2-yl]ethan-1-one FCC(=O)N1CC2=CN=C(C=C2CC1)OCC1=C(N=NN1C=1C=NC(=CC1)C(F)F)C